6-tetradecanoylaminocaproic acid C(CCCCCCCCCCCCC)(=O)NCCCCCC(=O)O